ClC=1C=C(C=C(C1OC1=CN(C(C=C1)=O)CCOC)Cl)N1N=C(C(NC1=O)=O)C#N 2-(3,5-dichloro-4-((1-(2-methoxyethyl)-6-oxo-1,6-dihydropyridin-3-yl)oxy)phenyl)-3,5-dioxo-2,3,4,5-tetrahydro-1,2,4-triazine-6-carbonitrile